(12R,13S)-12-Acetyl-9,13,17-trihydroxy-5,10,16,21-tetramethoxy-13-methylhexacyclo[13.8.0.02,11.03,8.04,22.018,23]tricosa-1(15),2(11),3(8),4(22),5,9,16,18(23),20-nonaen-7,19-dion C(C)(=O)[C@@H]1C=2C(=C(C=3C(C=C(C=4C3C2C=2C=3C4C(=CC(C3C(=C(C2C[C@]1(C)O)OC)O)=O)OC)OC)=O)O)OC